ClC1=C(C#N)C=CC(=C1)C(=O)N1CC2(C1)CC(C2)N(C=2C1=C(N=CN2)NC=C1)C 2-chloro-4-(6-(methyl(7H-pyrrolo[2,3-d]pyrimidin-4-yl)amino)-2-azaspiro[3.3]heptane-2-carbonyl)benzonitrile